ClCC1CCN(CC1)C=1C=NC=CC1 3-(4-(Chloromethyl)piperidin-1-yl)pyridine